4-bromo-2,3-dihydrofuro[2,3-c]Pyridin-7-amine BrC1=C2C(=C(N=C1)N)OCC2